COC(=O)C=1CNC2(COC2CC)CC1 Ethyl-2-oxa-5-azaspiro[3.5]non-7-ene-7-carboxylic acid methyl ester